(1R,2R)-N-(7-chloro-6-(1-((3R,4R)-4-fluoro-3-methyltetrahydrofuran-3-yl)piperidin-4-yl)isoquinolin-3-yl)-2-(tetrahydro-2H-pyran-4-yl)cyclopropane-1-carboxamide ClC1=C(C=C2C=C(N=CC2=C1)NC(=O)[C@H]1[C@H](C1)C1CCOCC1)C1CCN(CC1)[C@@]1(COC[C@@H]1F)C